BrC=1C=C(C=CC1)C(COC)(COC)C1=CN=C(N1)C=1C=C(OC=2C(=C3C=CNC3=CC2F)F)C=CC1F 5-(3-(5-(2-(3-bromophenyl)-1,3-dimethoxyprop-2-yl)-1H-imidazol-2-yl)-4-fluorophenoxy)-4,6-difluoro-1H-indole